FC1(CN(C1)C(/C=C/[C@@H](C)NC(OC(C)(C)C)=O)=O)F tert-butyl N-[(E,1R)-4-(3,3-difluoroazetidin-1-yl)-1-methyl-4-oxo-but-2-enyl]carbamate